6-{[3-(fluoromethyl)oxetan-3-yl]methoxy}-N-[3-(hydroxymethyl)pent-3-yl]-5-(3-methoxyazetidin-1-yl)pyridine-2-carboxamide FCC1(COC1)COC1=C(C=CC(=N1)C(=O)NC(CC)(CC)CO)N1CC(C1)OC